C(C)[C@@H]1N(C[C@H](N(C1)C(C)C=1C=C2N=C(C=NC2=CC1)C)CC)C=1C=2N=C(N(C2N(C(N1)=O)C)C)CC#N 2-(6-((2S,5R)-2,5-diethyl-4-(1-(3-methylquinoxalin-6-yl)ethyl)piperazin-1-yl)-3,9-dimethyl-2-oxo-3,9-dihydro-2H-purin-8-yl)acetonitrile